[N+](=O)([O-])C1(C[C@H](N)C(=O)O)C=NC=N1 4-nitro-L-histidine